2-(2-chloro-3-methoxy-1-naphthyl)-4,4,5,5-tetramethyl-1,3,2-dioxaborolane ClC1=C(C2=CC=CC=C2C=C1OC)B1OC(C(O1)(C)C)(C)C